C(C)OC(=O)[C@@H]1[N@@]([C@H]1C1COC1)C(C1=CC=CC=C1)C1=CC=CC=C1 |&1:6| racemic-trans-1-benzhydryl-3-(oxetan-3-yl)aziridine-2-carboxylic acid ethyl ester